(2S,5R)-2-(N-(formamidylglycyl) formamidyl)-7-oxo-1,6-diazabicyclo[3.2.1]oct-6-ylsulfate C(=O)NNCC(=O)N(C=O)[C@H]1N2C(N([C@H](CC1)C2)OS(=O)(=O)[O-])=O